C(C)(C)(C)OC(=O)N1CC2(C1)CN(CC2)C=2N=C(N=NC2OC2=C(C=C(C=C2)F)C(N(C(C)C)CC)=O)Cl 6-(3-Chloro-6-(2-(ethyl-(isopropyl)carbamoyl)-4-fluorophenoxy)-1,2,4-triazin-5-yl)-2,6-diazaspiro[3.4]octane-2-carboxylic acid tert-butyl ester